OC1=C(C=C(CC2=C(C=C(OCC(=O)NC(CO)C)C=C2C)C)C=C1)C(C)C 2-(4-(4-hydroxy-3-isopropylbenzyl)-3,5-dimethylphenoxy)-N-(1-hydroxyprop-2-yl)acetamide